C(C)C(COC=1C=C(OCCN2CCN(CC2)CCO)C=C(C1)CCCCCCCCCCCCCCC)CCCC 2-(4-(2-(3-((2-ethylhexyl)oxy)-5-pentadecylphenoxy)ethyl)piperazin-1-yl)ethan-1-ol